C(C)[C@]12C(C(OC1=O)CC(=O)OCC1=CC=CC=C1)=CCCCC2 Benzyl 2-((3aS)-3a-ethyl-3-oxo-3,3a,4,5,6,7-hexahydro-1H-cyclohepta[c]furan-1-yl)acetate